C(C=CC1=CC=CC=C1)(=O)OC(C1=CC=CC=C1)C=1N(C=2CC(CC(C2C1)=O)(C)C)C1=CC=CC=C1 (6,6-dimethyl-4-oxo-1-phenyl-4,5,6,7-tetrahydro-1H-indol-2-yl)(phenyl)methyl cinnamate